O=C1NC=C(C(N1)=O)NC(C1=CC=CC=C1)=O N-(2,4-dioxo-1,2,3,4-tetrahydropyrimidin-5-yl)benzamide